2,3-dichloro-N-benzylmaleimide ClC=1C(=O)N(C(C1Cl)=O)CC1=CC=CC=C1